BrC1=NC=C(C(=C1)N1C(C=C(C=C1C)O)=O)C 2'-Bromo-4-hydroxy-5',6-dimethyl-2H-[1,4'-bipyridin]-2-one